COC(=O)C1=NC=C(C=C1)NC1CCC2=CC(=C3C=C(N=CC3=C21)C2CC2)S(NCC(C)C)(=O)=O 5-[[3-cyclopropyl-5-(2-methylpropylsulfamoyl)-8,9-dihydro-7H-cyclopenta[H]isoquinolin-9-yl]amino]pyridine-2-carboxylic acid methyl ester